4-(2,6-Dimethylphenyl)-8-methyl-8-phenyl-6,7-dihydro-5H-quinazolin CC1=C(C(=CC=C1)C)C1=NC=NC=2C(CCCC12)(C1=CC=CC=C1)C